2,3-dicarboxyphenyl phenyl ether C1(=CC=CC=C1)OC1=C(C(=CC=C1)C(=O)O)C(=O)O